C1=CC=C2C(=C1)C=CC(=C2C3=C(C=CC4=CC=CC=C43)O)O (R)-1,1'-bi-2-naphthol